CN(C1=CC(=NC=C1)OC1=CC=C(C#N)C=C1)C 4-((4-(dimethylamino)pyridin-2-yl)oxy)benzonitrile